COC[C@H]1N(C2=CC=CC(=C2C1)C(F)(F)F)C(=O)OC(C)(C)C tert-butyl (S)-2-(methoxymethyl)-4-(trifluoromethyl)indoline-1-carboxylate